1-{3-[(3-{[(7-methoxy-3-methyl-1H-indol-4-yl)methyl]amino}pyrido[2,3-b]pyrazin-6-yl)amino]propyl}azepan-2-one COC=1C=CC(=C2C(=CNC12)C)CNC1=CN=C2C(=N1)N=C(C=C2)NCCCN2C(CCCCC2)=O